N1C(=CC=C2C=C3C(C=C12)=CC=C3)C(=O)OCC Ethyl cyclopenta[g]quinoline-2-carboxylate